BrC1=NN(C(=N1)C#N)C 3-bromo-1-methyl-1H-1,2,4-triazole-5-carbonitrile